O1C=NC2=C1C=C(C=C2)\C=C/2\C(N(C(=N2)N[C@H](CC(C)C)COC)C)=O (5Z)-5-(1,3-Benzoxazol-6-ylmethylene)-2-[[(1R)-1-(methoxymethyl)-3-methyl-butyl]amino]-3-methyl-imidazol-4-one